CS(=O)(=O)OCC=1C(=NN(C1)C)C(F)(F)F (1-methyl-3-(trifluoromethyl)-1H-pyrazol-4-yl)methyl methanesulfonate